ClCC=1C=C(N=NC1)N1C(NC(CC1)=O)=O 1-(5-(Chloromethyl)pyridazin-3-yl)dihydropyrimidine-2,4(1H,3H)-dione